6-isopropyl-4-methylpyridine-2(1H)-thione C(C)(C)C1=CC(=CC(N1)=S)C